ClC1=NC=CC(=C1OC)N 2-chloro-3-methoxy-pyridin-4-amine